ClC=1C=C(C=C(C1)Cl)C1(CC(=NO1)C1=CC(=C(C=C1)NC(=S)NC)F)C(F)(F)F (4-(5-(3,5-dichlorophenyl)-5-(trifluoromethyl)-4,5-dihydroisoxazol-3-yl)-2-fluorophenyl)-3-methylthiourea